methyl [[trans-4-[[5-(trifluoromethyl)pyridin-2-yl]oxy]cyclohexyl]carbamoyl]formate FC(C=1C=CC(=NC1)O[C@@H]1CC[C@H](CC1)NC(=O)C(=O)OC)(F)F